C(C=C)(=O)OCCOC1=CC(=C(C=C1)C(C1=CC=CC=C1)=O)O 2-(4'-benzoyl-3'-hydroxyphenoxy)ethyl acrylate